C1(CC1)N(C1=C(C=CC=C1)N[C@H](COC(=O)C1CC1)CC1=CC=C(C=C1)C)CC1=CC=C(C=C1)C (2S)-2-(2-(cyclopropyl(p-tolyl) methylamino)phenylamino)-3-p-tolylpropylcyclopropanecarboxylate